The molecule is an acetate ester that is phenyl acetate substituted by methoxy groups at positions 2 and 6 respectively. It is a dimethoxybenzene and a member of phenyl acetates. It derives from a phenyl acetate. CC(=O)OC1=C(C=CC=C1OC)OC